succinic anhydride sodium salt [Na].C1(CCC(=O)O1)=O